1-[3-(3-chlorophenyl)oxetan-3-yl]methanamine ClC=1C=C(C=CC1)C1(COC1)CN